BrC1=NC(=C(C2=C1CC(C2)(C(=O)OC)C(=O)OC)C)OC[C@H]2N(CC2)C(=O)OC(C)(C)C Dimethyl 1-bromo-4-methyl-3-[[(2S)-1-[(2-methylpropan-2-yl)oxycarbonyl]azetidin-2-yl]methoxy]-5,7-dihydrocyclopenta[c]pyridine-6,6-dicarboxylate